4-(1,3-dioxoisoindolin-2-yl)-2,2-difluorobutanoic acid O=C1N(C(C2=CC=CC=C12)=O)CCC(C(=O)O)(F)F